1-[3-iodo-1-[1-(4-piperidyl)-4,5,6,7-tetrahydroindazol-5-yl]-6,7-dihydro-4H-pyrazolo[4,3-c]pyridin-5-yl]ethanone IC1=NN(C2=C1CN(CC2)C(C)=O)C2CC=1C=NN(C1CC2)C2CCNCC2